FC1=C(CC2CCCN3CC=4N(N2C3)C=CCC4)C(=CC(=C1)F)F (2,4,6-trifluorobenzyl)-2,3,4,5,7,9-hexahydro-1,6-methanopyrido[1,2-b][1,2,5]triazonine